1,3-diethyl-7-methyl-purine-2,6-dione C(C)N1C(N(C=2N=CN(C2C1=O)C)CC)=O